(S)-4-((1-(tert-butoxycarbonyl)pyrrolidin-3-yl)oxy)phthalic acid C(C)(C)(C)OC(=O)N1C[C@H](CC1)OC=1C=C(C(C(=O)O)=CC1)C(=O)O